3-(1-methyl-3-((propylamino)methyl)-1H-indol-5-yl)-5,6,7,8-tetrahydrobenzo[4,5]thieno[2,3-d]pyrimidine-2,4(1H,3H)-dione CN1C=C(C2=CC(=CC=C12)N1C(NC2=C(C1=O)C1=C(S2)CCCC1)=O)CNCCC